FC(CN1C(=NC=2C1=NC(=CC2)C2=CNC=1N=C(N=CC12)NC1CCC2(OCCO2)CC1)C)F 5-(3-(2,2-difluoroethyl)-2-methyl-3H-imidazo[4,5-b]pyridin-5-yl)-N-(1,4-dioxaspiro[4.5]decan-8-yl)-7H-pyrrolo[2,3-d]pyrimidin-2-amine